N-(8-((methyl-d3)amino)-2,7-naphthyridin-3-yl)cyclopropanecarboxamide C([2H])([2H])([2H])NC=1N=CC=C2C=C(N=CC12)NC(=O)C1CC1